NC1=C(SC2=NC(=CN=C21)C2=CC=CC=C2)C(=O)N2CCC(CC2)F (7-amino-3-phenylthieno[2,3-b]pyrazin-6-yl)(4-fluoropiperidin-1-yl)methanone